N-((S)-1-(4,4-difluorocyclohexyl)-2-oxo-2-((4-(2-((S)-2-oxo-4-(trifluoromethyl)imidazolidin-1-yl)propan-2-yl)pyridin-2-yl)amino)ethyl)-3-ethylisoxazole-4-carboxamide FC1(CCC(CC1)[C@@H](C(NC1=NC=CC(=C1)C(C)(C)N1C(N[C@@H](C1)C(F)(F)F)=O)=O)NC(=O)C=1C(=NOC1)CC)F